F\C(\C(=O)OCC)=C/C1=C(C=C(C=C1)F)[N+](=O)[O-] ethyl (Z)-2-fluoro-3-(4-fluoro-2-nitrophenyl)acrylate